N-(2-(2-methoxyethoxy)ethyl)-5,6,7,8-tetrahydro-4H-pyrazolo[1,5-a][1,4]diazepine-2-carboxamide COCCOCCNC(=O)C1=NN2C(CNCCC2)=C1